1,1,1,3,3,3-Hexafluoropropan-2-yl (R)-1-((6-(trifluoromethyl)pyridin-2-yl)carbamoyl)-6-azaspiro[2.5]octan-6-carboxylat FC(C1=CC=CC(=N1)NC(=O)[C@@H]1CC12CCN(CC2)C(=O)OC(C(F)(F)F)C(F)(F)F)(F)F